Cl.C1(CCCCC1)C=O (cyclohexyl)methanone hydrochloride salt